(6-{7-[2-(6,7-dihydro-4H-pyrazolo[1,5-a]pyrazin-5-yl)-ethoxy]-imidazo[1,2-a]pyridin-3-yl}-pyrimidin-4-yl)-[4-(1-methyl-1H-pyrazol-4-yl)-benzyl]-amine N1=CC=C2N1CCN(C2)CCOC2=CC=1N(C=C2)C(=CN1)C1=CC(=NC=N1)NCC1=CC=C(C=C1)C=1C=NN(C1)C